NC=1C=2N(C=CN1)C(=NC2Br)C(=O)NC 8-amino-1-bromo-N-methylimidazo[1,5-a]pyrazine-3-carboxamide